C1=CC=C(C=C1)NN2C=CC(=O)NC2=O anilinouracil